(7-((2R,5R)-5-ethyl-2-(methoxymethyl)-4-(1-(quinoxalin-6-yl)ethyl)piperazin-1-yl)-4-methyl-5-oxo-4,5-dihydro-2H-pyrazolo[4,3-b]pyridin-2-yl)acetonitrile C(C)[C@H]1N(C[C@@H](N(C1)C=1C=2C(N(C(C1)=O)C)=CN(N2)CC#N)COC)C(C)C=2C=C1N=CC=NC1=CC2